1,1-dipropoxypropane C(CC)OC(CC)OCCC